(2S)-3-[(2'S,7R)-2-(2,2-difluoroethyl)-2'-methyl-spiro[4,5-dihydrothieno[2,3-c]pyran-7,4'-piperidin]-1'-yl]-2-hydroxy-N-methyl-propionamide FC(CC1=CC2=C(S1)[C@@]1(C[C@@H](N(CC1)C[C@@H](C(=O)NC)O)C)OCC2)F